(E)-9-(4'-(2-(4-(9H-carbazol-9-yl)phenyl)-1,2-diphenylvinyl)-[1,1'-biphenyl]-4-yl)-3,4,6,7,9,10-hexahydroacridine-1,8(2H,5H)-dione C1=CC=CC=2C3=CC=CC=C3N(C12)C1=CC=C(C=C1)/C(=C(\C1=CC=CC=C1)/C1=CC=C(C=C1)C1=CC=C(C=C1)C1C=2C(CCCC2NC=2CCCC(C12)=O)=O)/C1=CC=CC=C1